C(CCCCN1C(=NC=2N(C(N(C(C12)=O)CC)=O)CC)\C=C\C1=CC(=C(C=C1)OC)OC)N1C(=NC=2N(C(N(C(C12)=O)CC)=O)CC)\C=C\C1=CC(=C(C=C1)OC)OC (E)-7,7'-(pentane-1,5-diyl)bis(8-((E)-3,4-dimethoxystyryl)-1,3-diethyl-1H-purine-2,6(3H,7H)-dione)